3,5-diamino-N-(cis-4-tert-pentylcyclohexyl)benzamide NC=1C=C(C(=O)N[C@@H]2CC[C@@H](CC2)C(C)(C)CC)C=C(C1)N